3-methylphenyl 4-methylphenyl phenyl phosphate P(=O)(OC1=CC(=CC=C1)C)(OC1=CC=C(C=C1)C)OC1=CC=CC=C1